ClC=1C(=NC(=NC1)NC=1C(=CC2=C(OC[C@@H]3N2CC[C@@H](C3)N3CCOCC3)C1)OC)NC1=C(C=CC=C1)NS(=O)(=O)C N-(2-((5-chloro-2-(((6aR,8S)-2-methoxy-8-morpholino-6,6a,7,8,9,10-hexahydrobenzo[b]pyrido[1,2-d][1,4]oxazin-3-yl)amino)pyrimidin-4-yl)amino)phenyl)methanesulfonamide